[2-(benzhydrylamino)-4-isopropyl-7-oxo-thieno[2,3-D]pyridazin-6-yl]acetic acid ethyl ester C(C)OC(CN1N=C(C2=C(C1=O)SC(=C2)NC(C2=CC=CC=C2)C2=CC=CC=C2)C(C)C)=O